CC(C(=O)O)=CC(CCCCCCCCCCCCCCCCCCCCC)C 2,4-dimethyl-2-pentacosenoic acid